3-(1-(cyclopropanecarbonyl)piperidin-4-yl)urea C1(CC1)C(=O)N1CCC(CC1)NC(N)=O